COC(=O)C1NC(SC1)C1=CN(C2=CC=C(C=C12)Cl)S(=O)(=O)C1=CC=C(C=C1)Cl 2-(5-Chloro-1-((4-chlorophenyl)sulfonyl)-1H-indol-3-yl)thiazolidine-4-carboxylic acid methyl ester